5-Pyrimidinamine N1=CN=CC(=C1)N